5-((1-(2-Fluoro-4-((3-fluoropyrrolidin-1-yl)methyl)-6-methoxyphenyl)-1H-imidazol-4-yl)amino)pyrazine-2-carbonitrile FC1=C(C(=CC(=C1)CN1CC(CC1)F)OC)N1C=NC(=C1)NC=1N=CC(=NC1)C#N